N(C)CC(=O)[O-].C(CCCCCCCCCCC)(=O)O.[Na+] sodium laurate sarcosinate